4-(2-chloropyridin-3-yl)-4-oxobut-2-enoic acid ethyl ester C(C)OC(C=CC(=O)C=1C(=NC=CC1)Cl)=O